BrC1=C(OCC(=O)N2C[C@@H]3N(C(C4=C(NC3=O)C=CC(=C4)C4=CC(=CC(=C4)C(F)(F)F)C)=O)CC2)C=CC(=C1)OC(F)(F)F (S)-2-(2-(2-bromo-4-(trifluoromethoxy)phenoxy)acetyl)-8-(3-methyl-5-(trifluoromethyl)phenyl)-1,3,4,12a-tetrahydrobenzo[e]pyrazino[1,2-a][1,4]diazepine-6,12(2H,11H)-dione